C(C)(C)(C)OC(=O)N(C[C@@H](C(=O)O)C1=CC=C(C=C1)Cl)C(C)C (S)-3-((tert-butoxycarbonyl)(isopropyl)amino)-2-(4-chlorophenyl)propionic acid